3-(4-Ethoxy-2-methylphenyl)-4-[4-[(3S)-1-(3-fluoropropyl)pyrrolidin-3-yl]oxyphenyl]-2H-thiochromen-7-ol C(C)OC1=CC(=C(C=C1)C=1CSC2=CC(=CC=C2C1C1=CC=C(C=C1)O[C@@H]1CN(CC1)CCCF)O)C